(S)-8-(4-hydroxybenzyl)-5-methyl-7,8-dihydro-4H-[1,2,3]triazolo[1,5-a][1,4]diazepin-6(5H)-one OC1=CC=C(C[C@H]2CC(N(CC=3N2N=NC3)C)=O)C=C1